COC1=CC=C(C=C1)/C=C/C=C/C1(SCCCS1)C1=CC(=CC=C1)[N+](=O)[O-] 2-((1E,3E)-4-(4-methoxyphenyl)buta-1,3-dien-1-yl)-2-(3-nitrophenyl)-1,3-dithiane